N[C@@H](CCC#N)C1=CC=C(C=C1)S(=O)(=O)CC (S)-4-Amino-4-(4-(ethylsulfonyl)phenyl)butyronitrile